2,3':5',3''-Terthiophene S1C(=CC=C1)C1=CSC(=C1)C1=CSC=C1